(5-(ethylsulfonyl)-6-(2-(trifluoromethyl)pyrazolo[1,5-a]pyrimidin-5-yl)pyridin-3-yl)methanone C(C)S(=O)(=O)C=1C=C(C=NC1C1=NC=2N(C=C1)N=C(C2)C(F)(F)F)C=O